2,6-dioxaspiro[4.5]decane-9-carboxylic acid C1OCCC12OCCC(C2)C(=O)O